COC1=CC=C(CNC(=O)NC2CC3(C2)CC(C3)C(=O)N3CCCC2=CN=CC=C32)C=C1 1-(4-methoxybenzyl)-3-(6-(1,2,3,4-tetrahydro-1,6-naphthyridine-1-carbonyl)spiro[3.3]hept-2-yl)urea